[Si](C)(C)(C(C)(C)C)OCCN1N=C(C(=C1)NC=O)OC1COCC1 N-(1-(2-((tert-butyldimethylsilyl)oxy)ethyl)-3-((tetrahydrofuran-3-yl)oxy)-1H-pyrazol-4-yl)formamide